ClC=1C=C(CNC([C@@H](CC(C)C)N2C(CN(C(CC2)CCC2=CC=CC=C2)CCNC(OC(C)(C)C)=O)=O)=O)C=CC1Cl tert-butyl (2-(4-((R)-1-((3,4-dichlorobenzyl)amino)-4-methyl-1-oxopentan-2-yl)-3-oxo-7-phenethyl-1,4-diazepan-1-yl)ethyl)carbamate